FC(C=1C=C2C(=CNC2=CC1)CCN)(F)F 2-(5-(trifluoromethyl)-(1H-indol-3-yl))ethylamine